t-butylcopper sulfide C(C)(C)(C)[Cu]=S